4-(2,2-di((9Z,12Z)-octadeca-9,12-dien-1-yl)hydrazinyl)-N,N-dimethylbutan-1-amine C(CCCCCCC\C=C/C\C=C/CCCCC)N(NCCCCN(C)C)CCCCCCCC\C=C/C\C=C/CCCCC